6-Chloro-N4-isobutylpyridine-3,4-diamine ClC1=CC(=C(C=N1)N)NCC(C)C